OC1=NC(SC=C1)=S 4-hydroxy-1,3-thiazine-2-thione